3-(tert-butoxycarbonyl)-14-((2-(2,6-dioxopiperidin-3-yl)-1,3-dioxoisoindolin-4-yl) oxy)-13-oxo-6,9-dioxa-3,12-diazatetradecanoate C(C)(C)(C)OC(=O)N(CC(=O)[O-])CCOCCOCCNC(COC1=C2C(N(C(C2=CC=C1)=O)C1C(NC(CC1)=O)=O)=O)=O